C1(CC1)N1N=CC(=C1)C1=CC=C(C(=C1C#N)N1CCC(CC1)C1=NN=CN1C)C=1C=NC(=CC1)F 6-(1-cyclopropyl-1H-pyrazol-4-yl)-3-(6-fluoropyridin-3-yl)-2-(4-(4-methyl-4H-1,2,4-triazol-3-yl)piperidin-1-yl)benzonitrile